8-(5-{4-[4'-(methoxycarbonyl)-2'-[3-(2-methoxyethoxy)prop-1-yn-1-yl]-[1,1'-biphenyl]-4-amido]phenyl}pyridine-2-amido)naphthalene-1-carboxylic acid COC(=O)C1=CC(=C(C=C1)C1=CC=C(C=C1)C(=O)NC1=CC=C(C=C1)C=1C=CC(=NC1)C(=O)NC=1C=CC=C2C=CC=C(C12)C(=O)O)C#CCOCCOC